[Zn].C(C)OC(CCCCC)=O ethylhexanoate zinc